acrylic acid nonacosyl ester C(CCCCCCCCCCCCCCCCCCCCCCCCCCCC)OC(C=C)=O